O1C=2C(OCC1COCCCCS(=O)(=O)[O-])=CSC2.[K+] potassium 4-[(2,3-dihydrothieno[3,4-b]-[1,4]dioxin-2-yl) methoxy]-1-butanesulfonate